3-(3-chloropropyl)thiopropyltrimethoxysilane ClCCCSCCC[Si](OC)(OC)OC